ClC1=NN(C2=NC(=CC=C21)/C=C/C(=O)OC)C2OCCCC2 methyl (2E)-3-[3-chloro-1-(oxan-2-yl)pyrazolo[3,4-b]pyridin-6-yl]prop-2-enoate